C(CCCCCCC\C=C/CCCCCCCC)OCCOCCOCCOCCOCCO pentaethylene glycol monooleyl ether